cycloheptasilane [SiH2]1[SiH2][SiH2][SiH2][SiH2][SiH2][SiH2]1